2-[5-methyl-2-(4-morpholin-4-ylphenylamino)-pyrimidin-4-ylamino]-thiophene-3-carboxylic acid hydroxyamide ONC(=O)C1=C(SC=C1)NC1=NC(=NC=C1C)NC1=CC=C(C=C1)N1CCOCC1